8-bromo-7-methoxypyrido[4,3-d]pyrimidin-2(1H)-one BrC1=C(N=CC2=C1NC(N=C2)=O)OC